FC(OC=1C=CC(=NC1)[C@@H]1[C@H](C1)C=1C=2N(N=C(C1)C=1C(NC(NC1)=O)=O)C=CN2)F 5-(8-((1S,2S)-2-(5-(difluoromethoxy)pyridin-2-yl)cyclopropyl)imidazo[1,2-b]pyridazin-6-yl)pyrimidine-2,4(1H,3H)-dione